ClC1=C2CCC3(CCC=4C(NC(=NC4C3)SC)=O)C2=CC=C1 4-chloro-2'-(methylsulfanyl)-2,3,5',8'-tetrahydro-3'H-spiro[indene-1,7'-quinazolin]-4'(6'H)-one